ClC=1C=C(OCC[C@H](C(=O)O)C)C=CC1C=1N(C2=NC=NC(=C2N1)OC1(CC1)C)CC1=CC(=CC=C1)C(C)(F)F |r| (racemic)-4-(3-chloro-4-(9-(3-(1,1-difluoroethyl)benzyl)-6-(1-methylcyclopropoxy)-9H-purin-8-yl)phenoxy)-2-methylbutanoic acid